ClC1=C(C=CC=C1)N1CN=C(C2=CC=C(C=C12)OC(F)(F)F)NCCOC 1-(2-chlorophenyl)-4-((2-methoxyethyl)-amino)-7-(trifluoromethoxy)quinazolin